ClC=1C=C(C=2N(N1)C(=CN2)C=2C=NN(C2)C(C)C)NCC2=NC=1C(=NC=CC1C)N2 6-chloro-3-(1-isopropyl-1H-pyrazol-4-yl)-N-((7-methyl-3H-imidazo[4,5-b]pyridin-2-yl)methyl)imidazo[1,2-b]pyridazin-8-amine